1-(prop-1-en-2-yl)cyclopentane-1-carboxylic acid C=C(C)C1(CCCC1)C(=O)O